ClC1=C2COC(=O)C2=C(C(=C1)Cl)CCCCO 4,6-dichloro-7-hydroxybutylphthalide